O=S1(CCN(CC1)S(=O)(=O)NC(OCC1=CC=CC=C1)=O)=O benzyl ((1,1-dioxidothiomorpholino)sulfonyl)carbamate